methallyl-diethoxysilane C(C(C)=C)[SiH](OCC)OCC